C(C)SC1=NC(=CC(=C1C(=O)NCCC(C(C)(C)C)C)C)N1CCOCC1 2-Ethylsulfanyl-4-methyl-6-morpholin-4-yl-N-(3,4,4-trimethyl-pentyl)-pyridine-3-carboxylic acid amide